CC(=CCC/C(=C/CC/C(=C/CC/C(=C\\CC/C(=C\\CC/C(=C\\CC/C(=C\\CC/C(=C\\CC/C(=C\\CC/C(=C\\CC/C(=C\\COP(=O)(O)OP(=O)(O)O[C@@H]1[C@@H]([C@H]([C@@H]([C@H](O1)CO)O[C@H]2[C@@H]([C@H]([C@@H]([C@H](O2)CO)O)O[C@@H]3[C@H]([C@H]([C@@H]([C@H](O3)CO)O)O)O[C@H]4[C@@H]([C@H]([C@@H]([C@H](O4)C(=O)O)O[C@H]5[C@H]([C@H]([C@H]6[C@H](O5)COC(O6)(C)C(=O)O)O)O)O)O)O)O)O)/C)/C)/C)/C)/C)/C)/C)/C)/C)/C)C The molecule is an oligosaccharide phosphate that is beta-D-Man-(1->4)-beta-D-GlcA-(1->2)-alpha-D-Man-(1->3)-beta-D-Glc-(1->4)-alpha-D-Glc-1-diphospho-ditrans,polycis-undecaprenol in which the terminal mannosyl group has been converted to its 4,6-O-1-carboxyethylidene derivative. It derives from a beta-D-Man-(1->4)-beta-D-GlcA-(1->2)-alpha-D-Man-(1->3)-beta-D-Glc-(1->4)-alpha-D-Glc-1-diphospho-ditrans,polycis-undecaprenol. It is a conjugate acid of a 4,6-Me(COOH)C-beta-D-Man-(1->4)-beta-D-GlcA-(1->2)-alpha-D-Man-(1->3)-beta-D-Glc-(1->4)-alpha-D-Glc-1-diphospho-ditrans,polycis-undecaprenol(4-).